(R)-(((3-((1-(methyl-d3)pyrrolidin-2-yl)methyl)-1H-indol-4-yl)oxy)methyl)phosphonic acid C(N1[C@H](CCC1)CC1=CNC2=CC=CC(=C12)OCP(O)(O)=O)([2H])([2H])[2H]